ClC1=NC=C(C(=C1)C1=C(C=NC(=C1)C)C(=O)NC=1SC(=NN1)[C@@H]1[C@@H](CC1)C#N)OC 2'-chloro-N-(5-((1S,2R)-2-cyanocyclobutyl)-1,3,4-thiadiazol-2-yl)-5'-methoxy-6-methyl-(4,4'-bipyridine)-3-carboxamide